3-(4-amino-5-(1-methylpiperidin-4-yl)-7H-pyrrolo[2,3-d]pyrimidin-7-yl)-5-(((3-(phenethylamino)propyl)amino)methyl)cyclopentane-1,2-diol NC=1C2=C(N=CN1)N(C=C2C2CCN(CC2)C)C2C(C(C(C2)CNCCCNCCC2=CC=CC=C2)O)O